N-[4-[(3S)-1,3-dimethylpyrrolidin-3-yl]phenyl]-1,1-diphenyl-methanimine CN1C[C@](CC1)(C)C1=CC=C(C=C1)N=C(C1=CC=CC=C1)C1=CC=CC=C1